C1(CCC2=CC=CC=C12)NC(\C=C\C1=CC=C2C=NNC2=C1)=O (E)-N-(2,3-dihydro-1H-inden-1-yl)-3-(1H-indazol-6-yl)acrylamide